4-Chloro-6-(3,5-dimethylpiperidin-1-yl)-2,3-dihydro-1H-pyrrolo[3,4-c]pyridin-1-one ClC1=NC(=CC2=C1CNC2=O)N2CC(CC(C2)C)C